F[C@@H]1[C@H](CO[C@@H](C1)C=1OC(=NN1)C1(CCC1)OC(F)(F)F)N (3s,4s,6s)-4-fluoro-6-(5-(3-cis-(trifluoromethoxy)cyclobutyl)-1,3,4-oxadiazol-2-yl)tetrahydro-2H-pyran-3-amine